C(C)(C)(C)C1=CC=2C(C(C=3C=C(C=C4C(C(C(=C1)C2C43)=O)=O)C(C)(C)C)=O)=O 2,7-di-tert-butyl-pyrene-4,5,9,10-tetraone